(S)-tert-butyl 2-((tert-butoxycarbonyl)amino)-4-((2-(1-carbamoylcyclobutyl)ethyl)thio)butanoate C(C)(C)(C)OC(=O)N[C@H](C(=O)OC(C)(C)C)CCSCCC1(CCC1)C(N)=O